N-(cyanomethyl)-4-(2-((1-(8-(cyclopropanecarbonyl)-8-azabicyclo[3.2.1]octan-3-yl)-1H-pyrazol-4-yl)amino)-5-methylpyrimidin-4-yl)benzamide C(#N)CNC(C1=CC=C(C=C1)C1=NC(=NC=C1C)NC=1C=NN(C1)C1CC2CCC(C1)N2C(=O)C2CC2)=O